3-methyl-2-(3-((3aR,7aS)-6-methyloctahydro-1H-pyrrolo[2,3-c]pyridin-1-yl)-1,2,4-triazin-6-yl)-5-(trifluoromethyl)phenol CC=1C(=C(C=C(C1)C(F)(F)F)O)C1=CN=C(N=N1)N1CC[C@@H]2[C@H]1CN(CC2)C